CC1=C(C=CC=C1)C(C(=O)OC)=NOC methyl 2-methyl-alpha-methoxyiminophenylacetate